C(#N)C1=CC=2N(N=C1)C(=CC2)C2=CC(=C(C=N2)C2=NN=C(S2)N2C[C@@H]1COC[C@H](C2)C1NC(C)=O)NC(C)C N-((1R,5S,9r)-7-(5-(6-(3-cyanopyrrolo[1,2-b]pyridazin-7-yl)-4-(isopropylamino)pyridin-3-yl)-1,3,4-thiadiazol-2-yl)-3-oxa-7-azabicyclo[3.3.1]nonan-9-yl)acetamide